Cl.COC(=O)C=1C=NC=NC1 Pyrimidine-5-carboxylic acid methyl ester hydrochloride